O=C1N(C=C(C=2C=C(N=CC12)NC(=O)C1CC1)C1=CC=CC=C1)COCC[Si](C)(C)C N-(8-oxo-5-phenyl-7-((2-(trimethylsilyl)ethoxy)methyl)-7,8-dihydro-2,7-naphthyridin-3-yl)cyclopropanecarboxamide